O1C(OCC1)CCCOC1=CC=C(C=C1)C1CNCC1 3-{4-[3-(1,3-Dioxolan-2-yl)propoxy]phenyl}pyrrolidine